BrC1=CC=C(C=C1)C[C@H](C(=O)OCC1=CC=CC=C1)O[Si](C)(C)C(C)(C)C Benzyl (2R)-3-(4-bromophenyl)-2-[(tert-butyldimethylsilyl)oxy]propanoate